[N+](=O)([O-])C=1C=CC(=NC1NC1=CC=NC=C1)N1CC2N(C(C1)C2)C(=O)OC(C)(C)C tert-butyl 3-[5-nitro-6-(4-pyridylamino)-2-pyridinyl]-3,6-diazabicyclo[3.1.1]heptane-6-carboxylate